NC1=NC2=C(C3=CN=CC=C13)C=C(C(=C2)F)C(=O)N(C2CCC1=CC(=CC=C21)C(F)(F)F)C 5-amino-8-fluoro-N-methyl-N-(5-(trifluoromethyl)-2,3-dihydro-1H-inden-1-yl)benzo[c][2,6]naphthyridin-9-carboxamide